5-((2-chloropyridin-4-yl)oxy)-2-(cyclohex-1-en-1-yl)-4-phenylthiazole ClC1=NC=CC(=C1)OC1=C(N=C(S1)C1=CCCCC1)C1=CC=CC=C1